FC1=C(C(=C(C(=C1[B-](C1=C(C(=C(C(=C1F)F)F)F)F)(C1=C(C(=C(C(=C1F)F)F)F)F)C1=C(C(=C(C(=C1F)F)F)F)F)F)F)F)F.[PH4+] phosphonium tetrakis(pentafluorophenyl)borate salt